(R)-N-(7,8-Dichloro-1,5,5,6-tetramethyl-2-oxo-1,2,3,4,5,6-hexahydroazepino[4,5-b]indol-10-yl)-2-hydroxyacetamide ClC1=C(C=C(C=2C3=C(N(C12)C)C(CNC([C@@H]3C)=O)(C)C)NC(CO)=O)Cl